1-(4-(3-cyclopropyl-1,2,4-oxadiazol-5-yl)piperidin-1-yl)-2-(4-methyl-1,2,5-oxadiazol-3-yl)ethan-1-one C1(CC1)C1=NOC(=N1)C1CCN(CC1)C(CC1=NON=C1C)=O